NC=1C=CC(=C(C1)S(=O)(=O)NCCOCCOC)C 5-amino-N-[2-(2-methoxyethoxy)ethyl]-2-methyl-benzenesulfonamide